C(C)N1C2=NC(=NC(=C2N=C1C1=CC=NC=C1)N1CCOCC1)N1N=CC2=CC(=CC=C12)C 4-(9-ethyl-2-(5-methyl-1H-indazol-1-yl)-8-(pyridin-4-yl)-9H-purin-6-yl)morpholine